methyl (4S,7S,10aS)-4-amino-5-oxooctahydro-7H-pyrido[2,1-b][1,3]thiazepine-7-carboxylate N[C@@H]1C(N2[C@@H](SCC1)CCC[C@H]2C(=O)OC)=O